C(C)OC=1C=C(C=2N(C1)N=C1C2C=NN1)C=1C=CC(=NC1)N1CCC(CC1)C 1-(5-(6-ethoxy-1H-pyrazolo[3',4':3,4]pyrazolo[1,5-a]pyridin-4-yl)pyridin-2-yl)-4-methylpiperidine